3-(3-((3-(3-((6-fluoro-4-(methylsulfonyl)-1H-indol-5-yl)oxy)phenyl)-1H-pyrazol-1-yl)methyl)phenyl)propanoic acid FC1=C(C(=C2C=CNC2=C1)S(=O)(=O)C)OC=1C=C(C=CC1)C1=NN(C=C1)CC=1C=C(C=CC1)CCC(=O)O